1-[6-[3,3-difluoro-4-piperidinyl]-5-fluoro-1-methyl-indazol-3-yl]hexahydropyrimidine-2,4-dione FC1(CNCCC1C1=C(C=C2C(=NN(C2=C1)C)N1C(NC(CC1)=O)=O)F)F